CC1(NC([N]C1)=O)C 4,4-dimethyl-1λ2-imidazolidin-2-one